FC1=C2C(NC(=NC2=CC(=C1)OCC1CCN(CC1)C(=O)OC)CSC1CCOCC1)=O Methyl 4-(((5-fluoro-4-oxo-2-(((tetrahydro-2H-pyran-4-yl)thio)methyl)-3,4-dihydroquinazolin-7-yl)oxy)methyl)piperidine-1-carboxylate